(2,6-difluorophenyl)-4-((5-(3-oxomorpholino)pyridin-2-yl)amino)pyridazine-3-carboxamide FC1=C(C(=CC=C1)F)C=1C(=C(N=NC1)C(=O)N)NC1=NC=C(C=C1)N1C(COCC1)=O